NC1=C(C(=NC=N1)OC1=CC(=C(C=C1)NC(=O)NC1=CC(=NN1C1=CC=C(C=C1)OC)C1(CCC1)C)F)C#N 1-(4-((6-amino-5-cyanopyrimidin-4-yl)oxy)-2-fluorophenyl)-3-(1-(4-methoxyphenyl)-3-(1-methylcyclobutyl)-1H-pyrazol-5-yl)urea